Cl.FC(C=1N=CSC1C1=CC=C(C=C1)CN)F (4-(4-(difluoromethyl)thiazol-5-yl)phenyl)methylamine hydrochloride